((1S,5R)-3-(7-cyano-3-fluoropyrazolo[1,5-a]pyridin-4-yl)-5-(trifluoromethyl)-3-azabicyclo[3.1.0]hexane-1-carbonyl)hydrazine-1-carboxylic acid C(#N)C1=CC=C(C=2N1N=CC2F)N2C[C@@]1(C[C@@]1(C2)C(F)(F)F)C(=O)N(N)C(=O)O